trans-6-(((5'S,7a'R)-5'-(3,5-difluorophenyl)-3-methyl-3'-oxotetrahydro-3'H-spiro[cyclobutane-1,2'-pyrrolo[2,1-b]oxazol]-3-yl)oxy)pyrimidine-4-carboxamide FC=1C=C(C=C(C1)F)[C@@H]1CC[C@H]2OC3(C(N21)=O)CC(C3)(C)OC3=CC(=NC=N3)C(=O)N